ClC=1N(C(C2=C(N1)N=C(C=C2)C2=C(C=C(C=C2C)C)OC)=O)C 2-chloro-7-(2-methoxy-4,6-dimethyl-phenyl)-3-methyl-pyrido[2,3-d]pyrimidin-4-one